O(C1=CC=CC=C1)C1=C(C2=CC=CC=C2C(=C1)OC(=O)OC)OC(C=C)=O phenoxy-4-methoxycarbonyloxy-1-acryloyloxynaphthalene